N-(2,6-dimethylphenyl)hexanamide CCCCCC(=O)NC1=C(C=CC=C1C)C